Cl.OCC(C(O)C1CCNCC1)CO 2-(hydroxymethyl)-1-(piperidin-4-yl)propane-1,3-diol hydrochloride